BrC1=CC=C(C=C1)N1N=C(C(=C1)[C@H]1O[C@@H](C(N1CCC1=CC2=C(NC(N2)=O)C=C1)=O)C)C1=NC=C(C=C1)Cl (2R,5R)-2-(1-(4-bromophenyl)-3-(5-chloropyridin-2-yl)-1H-pyrazole-4-yl)-5-methyl-3-(2-(2-oxo-2,3-dihydro-1H-benzo[d]imidazol-5-yl)ethyl)oxazolidin-4-one